(1R,2R,3aS,10aR)-2-hydroxy-1-[(1E,3ξ,4R)-3-hydroxy-4-methyl-1-octen-1-yl]-2,3,3a,9,10,10a-hexahydro-1H-benzo[b]cyclopenta[f]oxepin-6-carboxylic acid O[C@@H]1C[C@H]2[C@H](CCC3=C(O2)C=C(C=C3)C(=O)O)[C@H]1\C=C\C([C@@H](CCCC)C)O